2-amino-5-{2-[(1S)-1-cyclopropylethyl]-7-methanesulfonamido-1-oxo-2,3-dihydro-1H-isoindol-5-yl}-N-methylpyrazolo[1,5-a]pyrimidine-3-carboxamide NC1=NN2C(N=C(C=C2)C=2C=C3CN(C(C3=C(C2)NS(=O)(=O)C)=O)[C@@H](C)C2CC2)=C1C(=O)NC